2-(4-{3-[4-(5-benzyl-pyrimidin-2-yl)piperazin-1-yl]pyrazolo[1,5-a]pyridin-6-yl}-1H-pyrazol-1-yl)-N,N-dimethylethylamine C(C1=CC=CC=C1)C=1C=NC(=NC1)N1CCN(CC1)C=1C=NN2C1C=CC(=C2)C=2C=NN(C2)CCN(C)C